CNCC(C)C1=NN=C(O1)C1=C(NC2=CC=C(C=C2)C(F)(F)F)C=CC=C1 2-(5-(1-(methylamino)propan-2-yl)-1,3,4-oxadiazol-2-yl)-N-(4-(trifluoromethyl)phenyl)aniline